CCCCCC/C=C\\CCOS(=O)(=O)[O-] The molecule is an organosulfate oxoanion that is the conjugate base of (3Z)-dec-3-en-1-yl hydrogen sulfate. Isolated from Daphnia pulex, it induces morphological changes of phytoplankton Scenedesmus gutwinskii. It has a role as a Daphnia pulex metabolite and a kairomone. It is a conjugate base of a (3Z)-dec-3-en-1-yl hydrogen sulfate.